4-(4-chloro-6-(4-(methylsulfonyl)piperazin-1-yl)-1,3,5-triazin-2-yl)benzonitrile ClC1=NC(=NC(=N1)N1CCN(CC1)S(=O)(=O)C)C1=CC=C(C#N)C=C1